C1(CCC1)CNC1=CC(=C2C(NC(=NC2=C1)CSC1CCNCC1)=O)F 7-((Cyclobutylmethyl)amino)-5-fluoro-2-((piperidin-4-ylthio)methyl)quinazolin-4(3H)-one